6-chloro-3-[(E)-3-(2-ethylindazol-5-yl)prop-2-enoyl]-4-phenyl-1H-quinolin-2-one ClC=1C=C2C(=C(C(NC2=CC1)=O)C(\C=C\C1=CC2=CN(N=C2C=C1)CC)=O)C1=CC=CC=C1